2-[[2-[4-[3-[1-(5-chloropyrimidin-2-yl)-4-piperidinyl]propoxy]-2-fluoro-phenyl]acetyl]amino]ethanesulfonic acid ClC=1C=NC(=NC1)N1CCC(CC1)CCCOC1=CC(=C(C=C1)CC(=O)NCCS(=O)(=O)O)F